(2S,3R,4S,5R,6R)-3,5-bis(benzyloxy)-6-((benzyloxy)methyl)-4-(4-(3,4,5-trifluorophenyl)-1H-1,2,3-triazol-1-yl)-2-vinyltetrahydro-2H-pyran-2-ol C(C1=CC=CC=C1)O[C@H]1[C@](O[C@@H]([C@@H]([C@@H]1N1N=NC(=C1)C1=CC(=C(C(=C1)F)F)F)OCC1=CC=CC=C1)COCC1=CC=CC=C1)(O)C=C